2-(1-(2-(6-(Trifluoromethyl)imidazo[1,2-a]pyrazin-3-yl)pyrimidin-4-yl)piperidin-4-yl)acetamide FC(C=1N=CC=2N(C1)C(=CN2)C2=NC=CC(=N2)N2CCC(CC2)CC(=O)N)(F)F